1-(pyridin-3-yl)propane-1,3-diol N1=CC(=CC=C1)C(CCO)O